(R)-4-(2-oxooxazolidin-3-yl)-3-(4-methylphenyl)-N-((R)-1-(6-chloropyridazin-3-yl)ethyl)-4,5-dihydro-1H-pyrazol-1-carboxamide O=C1OCCN1[C@H]1C(=NN(C1)C(=O)N[C@H](C)C=1N=NC(=CC1)Cl)C1=CC=C(C=C1)C